ClC1=CC=C(C=C1)[C@H]1CC[C@H]2N(CCN(C2)C(=O)C=2C(=C3C(=NC2)SC(=N3)SC)Cl)C1 [(7R,9aR)-7-(4-chlorophenyl)-1,3,4,6,7,8,9,9a-octahydropyrido[1,2-a]pyrazin-2-yl]-(7-chloro-2-methylsulfanyl-[1,3]thiazolo[5,4-b]pyridin-6-yl)methanone